OC1=C(C=CC=C1)C1=CC(=CN=N1)N1CCC(CC1)(C(=O)NC1CCC(CC1)N(C(CN1CCN(CC1)C1=CC=C(C=C1)[C@@H]1C(NC(CC1)=O)=O)=O)C)OC1=CC=CC=C1 1-[6-(2-HYDROXYPHENYL)PYRIDAZIN-4-YL]-4-PHENOXY-N-[(1R,4R)-4-[2-(4-{4-[(3R)-2,6-DIOXOPIPERIDIN-3-YL]PHENYL}PIPERAZIN-1-YL)-N-METHYLACETAMIDO]CYCLOHEXYL]PIPERIDINE-4-CARBOXAMIDE